tert-butyl 6-[(2-aminopyrimidin-5-yl) methyl]-2-azaspiro[3.3]heptane-2-carboxylate NC1=NC=C(C=N1)CC1CC2(CN(C2)C(=O)OC(C)(C)C)C1